CC=1C=CC=C(C1)S(=O)(=O)ON=C1SCC=C1 5-methylphenyl-sulfonyloxyimino-5H-thiophene